NC1=C(C=C(C=N1)C=1C=C2N(N1)CCC21CN(C1)C(=O)OC(C)(C)C)O[C@H](C)C1=CC=CC=C1 tert-butyl 2'-{6-amino-5-[(1R)-1-phenylethoxy]pyridin-3-yl}-5',6'-dihydrospiro[azetidine-3,4'-pyrrolo[1,2-b]pyrazole]-1-carboxylate